BrC=1C(=C(C=CC1)[C@@H](C#C)CC(C)(S(=O)N)C)F ((R)-1-(3-bromo-2-fluorophenyl)prop-2-yn-1-yl)-2-methylpropane-2-sulfinamide